FC1=C(C(=C2C=CNC2=C1F)S(=O)(=O)C)OC=1C=CC(=C(C1)N1N=C(C=C1)[C@@]1(CCOC2=C(C=CC=C12)CCC(=O)O)C)F |r| Racemic-3-(4-(1-(5-((6,7-difluoro-4-(methylsulfonyl)-1H-indol-5-yl)oxy)-2-fluorophenyl)-1H-pyrazol-3-yl)-4-methylchroman-8-yl)propanoic acid